Cl.FC=1C=C(C=CC1C=1C=NC(=CC1)C=1N=NN(N1)CCN(C)C)N1C(O[C@H](C1)NC(CC)=O)=O (5R)-3-{3-Fluoro-4-[6-(2-(2-dimethylaminoethyl)-2H-tetrazol-5-yl)-3-pyridinyl]phenyl}-5-(methylacetamido)-1,3-oxazolidin-2-one hydrochloride